ClC1=NC2=C(C=CC=C2C(=C1)NCCC1=CC=C(C=C1)[N+](=O)[O-])OC 2-chloro-8-methoxy-N-(4-nitrophenylethyl)quinolin-4-amine